tert-butyl 4-(6-(4-(3-isopropylphenoxy)butyl)-1H-benzo[d]imidazole-2-carbonyl)piperazine-1-carboxylate C(C)(C)C=1C=C(OCCCCC=2C=CC3=C(NC(=N3)C(=O)N3CCN(CC3)C(=O)OC(C)(C)C)C2)C=CC1